4-(5-methyl-benzoimidazol-1-yl)-aniline CC1=CC2=C(N(C=N2)C2=CC=C(N)C=C2)C=C1